1-octyl-4-phenyl-1,2,3-triazole C(CCCCCCC)N1N=NC(=C1)C1=CC=CC=C1